CC1=C(C(=NC2=C3N=CC=C(C3=CC=C12)C)S(=O)(=O)O)S(=O)(=O)O 4,7-dimethylphenanthrolinedisulfonic acid